C(C=C)C1=C(C=CC(=C1)C(C)(C)C)OC 2-allyl-4-tertiary butylanisole